ClC1=NC(=NC(=C1C(F)(F)F)Cl)C1=CC=NC=C1 4,6-dichloro-2-(4-pyridinyl)-5-trifluoromethylpyrimidine